vinylsulfonic acid, vinyl ester C(=C)S(=O)(=O)OC=C